ClCC(=O)NCC1CCN(CC1)C(=O)C1(CCC(CC1)(F)F)OC1=CC=C(C=C1)Cl 2-Chloro-N-((1-(1-(4-chlorophenoxy)-4,4-difluorocyclohexane-1-carbonyl)piperidin-4-yl)methyl)acetamide